CC1=NSCC1=O Methylisothiazolinon